zinc hydroxymethane-sulfinate OCS(=O)[O-].[Zn+2].OCS(=O)[O-]